CCCCCCCCCCCCCCCCCCCCCCCCCCCCCCCCCCCCCCCCCCCCCCCCCCCCCCCCCCCCCCCCCCCCCCCCCCCCCCCCCCCCCCCCCCCCCCCCCCCCCCCCC Pentahectane